i-butyl mercaptan C(C(C)C)S